N1,N1,N3-Triphenylbenzene-1,3-diamine C1(=CC=CC=C1)N(C1=CC(=CC=C1)NC1=CC=CC=C1)C1=CC=CC=C1